trichloro[(trichlorosilyl)methyl]silane Cl[Si](C[Si](Cl)(Cl)Cl)(Cl)Cl